[3-(3,5-ditert-butyl-4-hydroxy-phenyl)-propionyloxymethyl]methane C(C)(C)(C)C=1C=C(C=C(C1O)C(C)(C)C)CCC(=O)OCC